NC[C@H](O)C1=CC=C(C=C1)F (R)-2-amino-1-(4-fluorophenyl)ethan-1-ol